N,N'-Diphenyl-p-phenylendi-amin C1(=CC=CC=C1)NC1=CC=C(C=C1)NC1=CC=CC=C1